tert-butyl (5-chloro-3-cyclopropylpyrazolo[1,5-a]pyrimidin-7-yl)((5-methylimidazo[1,2-a]pyridin-2-yl)methyl)carbamate ClC1=NC=2N(C(=C1)N(C(OC(C)(C)C)=O)CC=1N=C3N(C(=CC=C3)C)C1)N=CC2C2CC2